C(C)(C)(C)OC(CCCCCCCCCCCCCCCCCCC(=O)O)=O 20-tert-butoxy-20-oxo-eicosanoic acid